4,4'-(isopropylidenebis[2,6-dibromophenol]) C(C)(C)(C1=CC(=C(C(=C1)Br)O)Br)C1=CC(=C(C(=C1)Br)O)Br